4-iodomethyl-5-phenyl-1,3-dioxolane-2-one ICC1OC(OC1C1=CC=CC=C1)=O